1-(4-aminopyridin-3-yl)ethan-1-one hydrochloride Cl.NC1=C(C=NC=C1)C(C)=O